1-methylpyrazole-3-carboxylate CN1N=C(C=C1)C(=O)[O-]